Diethylsilyl-bis(phenylindenyl)zirconium diiodide [I-].[I-].C(C)[SiH](CC)[Zr+2](C1C(=CC2=CC=CC=C12)C1=CC=CC=C1)C1C(=CC2=CC=CC=C12)C1=CC=CC=C1